C1(CC2C(CC1)O2)COC(C(=C)C)=O 3,4-epoxycyclohexylmethylmethacrylate